2,2-diethoxy-acetophenone C(C)OC(C(=O)C1=CC=CC=C1)OCC